N-[4-(7-chloro-6-{[(4-{[(E)-(2-hydroxyphenyl)methylidene]amino}phenyl)carbonyl]amino}-1H-benzimidazol-2-yl)phenyl]-4-{[(E)-(2-hydroxyphenyl)methylidene]amino}benzamide ClC1=C(C=CC2=C1NC(=N2)C2=CC=C(C=C2)NC(C2=CC=C(C=C2)/N=C/C2=C(C=CC=C2)O)=O)NC(=O)C2=CC=C(C=C2)/N=C/C2=C(C=CC=C2)O